6-(8-chloronaphthalen-1-yl)pyrazolo[1,5-c]pyrimido[5,4-e]pyrimidine-1,3-diol ClC=1C=CC=C2C=CC=C(C12)C1=NC=2C(C=3N1N=CC3)=C(N=C(N2)O)O